N1=C2C(=CC=C1)CN(C2)C(=O)C2CCN(CC2)C2=CC=C(C=C2)C=2C=NN(C2)C2OCCCC2 (5,7-dihydro-6H-pyrrolo[3,4-b]pyridin-6-yl)(1-(4-(1-(tetrahydro-2H-pyran-2-yl)-1H-pyrazol-4-yl)phenyl)piperidin-4-yl)methanone